undec-2E-ene C\C=C\CCCCCCCC